N1=CN=CC(=C1)O pyrimidin-5-ol